N,N-di(3-aminopropyl)tetradecylamine NCCCN(CCCN)CCCCCCCCCCCCCC